N1C[C@H](CC1)CS(=O)(=O)OC(=O)C1CCCC1 (S)-1-(cyclopentanecarbonyl) pyrrolidin-3-yl-methanesulfonate